3-[N-(9-Phenylcarbazole-3-yl)-N-phenylamino]-9-Phenylcarbazole C1(=CC=CC=C1)N1C2=CC=CC=C2C=2C=C(C=CC12)N(C1=CC=CC=C1)C=1C=CC=2N(C3=CC=CC=C3C2C1)C1=CC=CC=C1